C1(CC1)C(=O)N1C=CC2=CC(=CC=C12)C=1N=C(SC1C)NC(CC1=CC(=C(C=C1)F)OCCNC=1C=C2CN(C(C2=CC1)=O)C1C(NC(CC1)=O)=O)=O N-(4-(1-(cyclopropanecarbonyl)indol-5-yl)-5-methylthiazol-2-yl)-2-(3-(2-(2-(2,6-dioxopiperidin-3-yl)-1-oxoisoindol-5-ylamino)ethoxy)-4-fluorophenyl)acetamide